(R)-1-(1-(6,7-difluoro-3-methyl-4-oxo-3,4-dihydrophthalazin-1-yl)ethyl)-3-(4-fluorophenyl)-1-isobutylurea FC=1C=C2C(N(N=C(C2=CC1F)[C@@H](C)N(C(=O)NC1=CC=C(C=C1)F)CC(C)C)C)=O